hexahydropyrrolizin-7a-yl-methanol ((S)-7-methyl-4,5,6,7-tetrahydrobenzo[d]thiazol-2-yl)methyl-((2-(2,6-dioxopiperidin-3-yl)-4-fluoro-3-oxoisoindolin-5-yl)methyl)carbamate C[C@H]1CCCC=2N=C(SC21)CN(C(=O)OCC21CCCN1CCC2)CC=2C(=C1C(N(CC1=CC2)C2C(NC(CC2)=O)=O)=O)F